2-(6-Cyclopropyl-pyridin-3-yl)pyrazolo[1,5-a]pyrimidine C1(CC1)C1=CC=C(C=N1)C1=NN2C(N=CC=C2)=C1